1-(tert-butyl) 7-methyl 4-(1-((1-(tert-butoxycarbonyl)-5-methoxy-7-methyl 1H-indol-4-yl)methyl)piperazin-2-yl)-1H-indole-1,7-dicarboxylate C(C)(C)(C)OC(=O)N1C=CC2=C(C(=CC(=C12)C)OC)CN1C(CNCC1)C1=C2C=CN(C2=C(C=C1)C(=O)OC)C(=O)OC(C)(C)C